(S)-3-(4-((S)-2-cyclohexyl-1-(4'-(trifluoromethyl)-[1,1'-biphenyl]-3-yl)ethoxy)benzamido)-2-hydroxypropanoic acid C1(CCCCC1)C[C@H](OC1=CC=C(C(=O)NC[C@@H](C(=O)O)O)C=C1)C=1C=C(C=CC1)C1=CC=C(C=C1)C(F)(F)F